C(C)N1C(N(N=C1CO)C1=C(C=2C(=C(N=NC2)OC2=C(C=CC(=C2)F)C)C(=N1)O[C@H](C(F)(F)F)C)F)=O (S)-4-Ethyl-2-(8-fluoro-4-(5-fluoro-2-methylphenoxy)-5-((1,1,1-trifluoropropan-2-yl)oxy)pyrido[3,4-d]pyridazin-7-yl)-5-(hydroxymethyl)-2,4-dihydro-3H-1,2,4-triazol-3-one